2-Chloro-7-(4-[(3-(4-methylpiperazin-1-yl)propyl)aminomethyl]phenyl)-4-phenyl-7H-pyrrolo[2,3-d]pyrimidine ClC=1N=C(C2=C(N1)N(C=C2)C2=CC=C(C=C2)CNCCCN2CCN(CC2)C)C2=CC=CC=C2